ethansulfonamid C(C)S(=O)(=O)N